N-cyclopentyl-7-methoxy-1,9-dimethyl-9H-pyrido[3,4-b]indole-6-amine C1(CCCC1)NC=1C=C2C3=C(N(C2=CC1OC)C)C(=NC=C3)C